[Si](C)(C)(C(C)(C)C)OC=1C=CC(=NC1)NC(=O)N1CCN(CC1)C1=C(C=CC=C1)F N-[5-[(tert-butyldimethylsilyl)oxy]pyridin-2-yl]-4-(2-fluorophenyl)piperazine-1-carboxamide